CC1CCC2=NN=C(N21)C2=CC=CC(=N2)N 6-(5-methyl-6,7-dihydro-5H-pyrrolo[2,1-c][1,2,4]triazol-3-yl)pyridin-2-amine